[I-].OCC[N+](C)(C)CCO bis(2-hydroxyethyl)dimethylammonium iodide